ClC1=NNC2=CC(=CC=C12)/C=C/C(=O)NC=1C(=NC=C(C1)Cl)C#N (E)-3-(3-chloro-1H-indazol-6-yl)-N-(5-chloro-2-cyanopyridin-3-yl)acrylamide